C1(CCC1)OC=1C(=CC=2C(N1)=NN(C2)C21COC(C2)(C1)C)C(=O)NC=1C(N(C=CC1)[C@H]1[C@H](C1)F)=O |r| Racemic-6-cyclobutoxy-N-(1-(cis-2-fluorocyclopropyl)-2-oxo-1,2-dihydropyridin-3-yl)-2-(1-methyl-2-oxabicyclo[2.1.1]hexan-4-yl)-2H-pyrazolo[3,4-b]pyridine-5-carboxamide